2-(6-methoxypyridin-3-ylamino)acethydrazide COC1=CC=C(C=N1)NCC(=O)NN